(R)-3-hydroxy-1-methyl-3-(2-methyl-5-(4,4,5,5-tetramethyl-1,3,2-dioxaborolan-2-yl)phenyl)pyrrolidin-2-one O[C@@]1(C(N(CC1)C)=O)C1=C(C=CC(=C1)B1OC(C(O1)(C)C)(C)C)C